C(#N)C=1C=C(C=C(C1)F)N(C(=O)C1=C(N(C(=C1)C=1C=C2CCNCC2=CC1C(=O)N1CC2=CC=CC=C2C[C@H]1C)C)C)C1=CC=CC=C1 N-(3-cyano-5-fluoro-phenyl)-1,2-dimethyl-5-[7-[(3R)-3-methyl-3,4-dihydro-1H-isoquinoline-2-carbonyl]-1,2,3,4-tetrahydroisoquinolin-6-yl]-N-phenyl-pyrrole-3-carboxamide